2-[4-(4-Chlorophenylthio)-3-nitrophenyl]-7-hydroxythiazolo[5,4-d]pyrimidine ClC1=CC=C(C=C1)SC1=C(C=C(C=C1)C=1SC=2N=CN=C(C2N1)O)[N+](=O)[O-]